NC1=NC(=NC(=C1C#N)N1N=CC=C1)N1N=CC=C1 4-amino-2,6-bis-(1H-pyrazol-1-yl)pyrimidine-5-carbonitrile